C(CCCCCCC)OC methyl n-octyl ether